ClC1=C(CN[C@@H](CCO[C@@H]2C[C@@H](C2)CCC2=NC=3NCCCC3C=C2)C(=O)O)C(=CN=C1)F N-(3-chloro-5-fluoroisonicotinyl)-O-(cis-3-(2-(5,6,7,8-tetrahydro-1,8-naphthyridin-2-yl)ethyl)cyclobutyl)homoserine